(2S,4r)-N-[1-[5-(3-bromophenyl)-1,2,4-oxadiazol-3-yl]propyl]-1-[(2S)-2-(4-cyclopropyltriazol-1-yl)-3,3-dimethyl-butyryl]-4-hydroxy-pyrrolidine-2-carboxamide BrC=1C=C(C=CC1)C1=NC(=NO1)C(CC)NC(=O)[C@H]1N(C[C@@H](C1)O)C([C@H](C(C)(C)C)N1N=NC(=C1)C1CC1)=O